N-(2,4-Dimethoxyphenyl)sulfonyl-6-[3-[[1-(trifluoromethyl)cyclopropyl]methoxy]pyrazol-1-yl]-2-[(4S)-2,4,4-trimethylpyrrolidin-1-yl]pyridine-3-carboxamide COC1=C(C=CC(=C1)OC)S(=O)(=O)NC(=O)C=1C(=NC(=CC1)N1N=C(C=C1)OCC1(CC1)C(F)(F)F)N1C(CC(C1)(C)C)C